4-(7-Azido-6-fluoro-1-benzofuran-4-yloxy)butyric acid N(=[N+]=[N-])C1=C(C=C(C=2C=COC21)OCCCC(=O)O)F